6-(methoxymethoxy)-5'-methyl-4-pentyl-2'-(prop-1-en-2-yl)-1',2',3',4'-tetrahydro-[1,1'-biphenyl]-2-ol COCOC=1C=C(C=C(C1C1C(CCC(=C1)C)C(=C)C)O)CCCCC